Cl.Cl.Cl.C(C)O ethanol-TrisHCl